6-(benzo[d]oxazol-5-yl)-N-((R)-1-phenylethyl)-2,3,4,9-tetrahydro-1H-carbazol-1-amine O1C=NC2=C1C=CC(=C2)C=2C=C1C=3CCCC(C3NC1=CC2)N[C@H](C)C2=CC=CC=C2